C(#N)C1(CC1)NC(=O)[C@H]1CN(C[C@H](O1)C)C=1C=2N(C(=CC1)C#N)N=CC2 (2r,6r)-N-(1-cyanocyclopropyl)-4-(7-cyanopyrazolo[1,5-a]pyridin-4-yl)-6-methyl-morpholine-2-carboxamide